O1C=C(C=C1)C=1C(=CNC1)C=O 4-(furan-3-yl)-1H-pyrrole-3-carbaldehyde